(phenylcarbazolylbiphenylyl)(dibenzofuranyl)triazine C1(=CC=CC=C1)C1=C(C(=C(C=C1)C1=CC=CC=C1)C=1C(=NN=NC1)C1=CC=CC=2OC3=C(C21)C=CC=C3)C3=CC=CC=2C1=CC=CC=C1NC32